3-chloro-N-(4-chloro-2-(2-(2-chlorobenzylidene)hydrazine-1-carbonyl)-6-methylphenyl)-5-(trifluoromethyl)picolinamide ClC=1C(=NC=C(C1)C(F)(F)F)C(=O)NC1=C(C=C(C=C1C)Cl)C(=O)NN=CC1=C(C=CC=C1)Cl